[3-[3-[2-[tert-butyl(dimethyl)silyl]oxyethyl]pyrazol-1-yl]-7-oxo-1,6-diazabicyclo[3.2.1]oct-3-en-6-yl]-sulfat [Si](C)(C)(C(C)(C)C)OCCC1=NN(C=C1)C=1CN2C(N(C(C1)C2)OS(=O)(=O)[O-])=O